2-(2-Chlorophenyl)-N-{4-[5-methyl-3-(trifluoromethyl)-1H-1,2,4-triazol-1-yl]-3-sulfamoylphenyl}acetamide ClC1=C(C=CC=C1)CC(=O)NC1=CC(=C(C=C1)N1N=C(N=C1C)C(F)(F)F)S(N)(=O)=O